3-methyl-5-(trimethylstannyl)-1H-pyrazolo[4,3-b]pyridine CC1=NNC=2C1=NC(=CC2)[Sn](C)(C)C